C(C(CC(CCO)O)O)O 1,2,4,6-hexantetraol